(R)-5-methyl-2-(1-methylethylidene)-cyclohexanone C[C@@H]1CCC(C(C1)=O)=C(C)C